C(CCCCCCC\C=C/CCCCCCCC)(=O)OC(CNC(OCCSSCCOC(NCCN1CCCCCC1)=O)=O)COC(CCCCCCC\C=C/CCCCCCCC)=O 1-(azepan-1-yl)-4,13-dioxo-5,12-dioxa-8,9-dithia-3,14-diazaheptadecane-16,17-diyl dioleate